2-(6-fluoro-1H-indol-5-yl)-1-(3-methylazetidin-1-yl)ethan-1-one FC1=C(C=C2C=CNC2=C1)CC(=O)N1CC(C1)C